2-fluoro-3-(3-trifluoromethoxyphenyl)acrylic acid FC(C(=O)O)=CC1=CC(=CC=C1)OC(F)(F)F